[Ca].[B].[Zn] zinc-boron-calcium